C(CCCC)OC(=O)N1CCCCC1 pentylpiperidine-1-carboxylate